BrC1=CC=C2C(=N1)C(=CN2)NC2=NC1=C(N2C)C=C(C=C1)C(F)(F)F N-(5-bromo-1H-pyrrolo[3,2-b]pyridine-3-yl)-1-methyl-6-(trifluoromethyl)-1H-benzo[d]imidazole-2-amine